C1(CCCCC1)N1C[C@@H](O[C@](C1)(CO[Si](C(C)C)(C(C)C)C(C)C)CO)N1C(NC(C=C1)=O)=O 1-[(2R,6S)-4-cyclohexyl-6-(hydroxymethyl)-6-(triisopropylsilyloxymethyl)morpholin-2-yl]pyrimidine-2,4-dione